copper lead zinc antimony [Sb].[Zn].[Pb].[Cu]